1-iodo-2-isopropenyl-benzene IC1=C(C=CC=C1)C(=C)C